3-(5-Chloro-1H-benzoimidazol-2-yl)-8-meth-oxy-chromen-2-one ClC1=CC2=C(NC(=N2)C=2C(OC3=C(C=CC=C3C2)OC)=O)C=C1